(3R,5R,8R,9R,10S,13S,14S,17S)-N-(4-cyanopyrimidin-2-yl)-3-hydroxy-13-methyl-3-propylhexadecahydro-1H-cyclopenta[a]phenanthrene-17-carboxamide C(#N)C1=NC(=NC=C1)NC(=O)[C@H]1CC[C@H]2[C@@H]3CC[C@@H]4C[C@](CC[C@@H]4[C@H]3CC[C@]12C)(CCC)O